C(C)(C)(C)OC(=O)N[C@H](C(=O)OC)C(C=C)(C)C methyl (2S)-2-[(tert-butoxycarbonyl)amino]-3,3-dimethylpent-4-enoate